(4-(((tert-butyldimethylsilyl)oxy)methyl)pyrimidin-2-yl)methanol [Si](C)(C)(C(C)(C)C)OCC1=NC(=NC=C1)CO